(4-bromo-6-fluoro-1-(triisopropylsilyl)-1H-indol-5-yl)methanol BrC1=C2C=CN(C2=CC(=C1CO)F)[Si](C(C)C)(C(C)C)C(C)C